4-((4-(6-Aminopyridin-3-yl)-1H-1,2,3-triazol-1-yl)methyl)-N'-(2,2-difluoroacetyl)-3-fluorobenzoyl-hydrazine NC1=CC=C(C=N1)C=1N=NN(C1)CC1=C(C=C(C(=O)NNC(C(F)F)=O)C=C1)F